[Ru]=S Ruthenium sulfid